FC1=C(C=CC=2N(C(=NC21)C2=CC=C(C=C2)S(=O)(=O)C)C)C2CCN(CC2)C2CCN(CC2)C(C)C 4-Fluoro-5-(1'-isopropyl-[1,4'-bipiperidin]-4-yl)-1-methyl-2-(4-(methylsulfonyl)phenyl)-1H-benzo[d]imidazol